CC1=NC(=CC=C1)C#CC=C1CC(NC(C1)(C)C)(C)C 2-methyl-6-[3-(2,2,6,6-tetramethylpiperidin-4-ylidene)prop-1-yn-1-yl]pyridine